2-[(4-bromobenzyl)oxy]-5-nitrophenol BrC1=CC=C(COC2=C(C=C(C=C2)[N+](=O)[O-])O)C=C1